ClC1=C(C(=NC2=CC(=C(C=C12)Cl)OC)C)C1=CC=C(C=C1)C1=CC=C(C=C1)S(=O)(=O)N 4'-(4,6-Dichloro-7-methoxy-2-methylquinolin-3-yl)-[1,1'-biphenyl]-4-sulfonamide